thio cyanate S(OC#N)OC#N